CC1=C(C=CC=2N(C=NC21)COCC[Si](C)(C)C)B2OC(C(O2)(C)C)(C)C 4-methyl-5-(4,4,5,5-tetramethyl-1,3,2-dioxaborolan-2-yl)-1-[[2-(trimethylsilyl)ethoxy]methyl]-1,3-benzodiazole